1-(3-(4-chloro-3,5-dimethylphenoxy)propyl)-4-((3-chloro-4-ethynylbenzyl)(3-fluorophenyl)amino)-1H-pyrrole-2-carboxylic acid ClC1=C(C=C(OCCCN2C(=CC(=C2)N(C2=CC(=CC=C2)F)CC2=CC(=C(C=C2)C#C)Cl)C(=O)O)C=C1C)C